ClC1=CC(=CC(=C1)F)Cl 1,3-dichloro-5-fluorobenzene